C(C)(C)(C)C=1C=C2CC3(COC3)CC2=CC1 5-tert-butyl-indan-2-spiro-3'-oxetan